OCCCCCCOC1=CC=C(C=C1)C#CC1=CC=C(C(=O)OC2=CC=C(C3=CC=CC=C23)OC(C2=CC=C(C=C2)C#CC2=CC=C(C=C2)OCCCCCCO)=O)C=C1 [4-[4-[2-[4-(6-hydroxyhexoxy)phenyl]ethynyl]benzoyl]oxy-1-naphthyl] 4-[2-[4-(6-hydroxyhexoxy)phenyl]ethynyl]benzoate